C([C@@]1(C)C(C)(C)[C@@H](C(=O)O)CC1)(=O)O cis-camphoric acid